tert-Butyl (S)-6-(4-(1-(2-(diisopropylcarbamoyl)-4-fluorophenyl)-1H-pyrrolo[2,3-c]pyridine-3-carbonyl)piperidine-1-carbonyl)-5-azaspiro[2.4]heptane-5-carboxylate C(C)(C)N(C(=O)C1=C(C=CC(=C1)F)N1C=C(C=2C1=CN=CC2)C(=O)C2CCN(CC2)C(=O)[C@H]2N(CC1(CC1)C2)C(=O)OC(C)(C)C)C(C)C